C12(CC3CC(CC(C1)C3)C2)C2=C(C=CC(=C2)O)C2=CC=C(C=C2)Br 2-adamantan-1-yl-4'-bromobiphenyl-4-ol